O=C1C(=C(C(C2=CC=CC=C12)=O)CCC)CC1=CC=C(C(=N1)C#N)C(F)(F)F 6-((1,4-dioxo-3-propyl-1,4-dihydronaphthalen-2-yl)methyl)-3-(trifluoromethyl)picolinonitrile